C1=CC=CC=2C3=CC=CC=C3N(C12)C=1C=CC=2N(C3=CC=C(C=C3C2C1)N1C2=CC=CC=C2C=2C=CC=CC12)C1=CC=CC=C1 3,6-bis(N-carbazolyl)-N-phenyl-carbazole